(R)-3-phenyl-2-(((trifluoromethyl)sulfonyl)oxy)propionic acid methyl ester COC([C@@H](CC1=CC=CC=C1)OS(=O)(=O)C(F)(F)F)=O